Tert-butyl 5-(pyridin-2-yl)-1,3,4,5-tetrahydro-2H-pyrido[4,3-b]indole-2-carboxylate N1=C(C=CC=C1)N1C2=C(C=3C=CC=CC13)CN(CC2)C(=O)OC(C)(C)C